C1(CC1)C=1N(C=C(N1)C1=C(C=C(C=C1)B1OC(C(O1)(C)C)(C)C)C)C 2-cyclopropyl-1-methyl-4-[2-methyl-4-(4,4,5,5-tetramethyl-1,3,2-dioxaborolan-2-yl)phenyl]imidazole